1-[4-(1,3-dioxoisoindol-2-yl)-3-hydroxybut-1-yn-1-yl] cyclopropylcarbamate C1(CC1)NC(OC#CC(CN1C(C2=CC=CC=C2C1=O)=O)O)=O